C(C)(C)(C)OC(=O)N1[C@@H]([C@@H](CC1)N)CC1=C(C(=CC=C1)Br)F (2R,3R)-3-amino-2-[(3-bromo-2-fluorophenyl)methyl]pyrrolidine-1-carboxylic acid tert-butyl ester